ClC1=C(C(=O)NC=2SC(=NN2)OCC2=NC=C(C=C2)Cl)C=CC=N1 2-chloro-N-(5-((5-chloropyridin-2-yl)methoxy)-1,3,4-thiadiazol-2-yl)nicotinamide